1-(pent-2-yl)-6-(prop-1-en-2-yl)-N-(1-(3,4,5-trimethoxyphenyl)-1H-imidazol-4-yl)-1H-pyrazolo[3,4-d]Pyrimidine-4-amine CC(CCC)N1N=CC=2C1=NC(=NC2NC=2N=CN(C2)C2=CC(=C(C(=C2)OC)OC)OC)C(=C)C